2-(4-bromopyrazol-1-yl)ethyl acetate C(C)(=O)OCCN1N=CC(=C1)Br